ClC=1C=C(C=NC(C(=O)O)CC2=CC=C(C=C2)O)C=C(C1)OC(C1=CC=C(C=C1)C)=O 2-(3-chloro-5-(4-meth-ylbenzoyloxy)benzylideneamino)-3-(4-hydroxyphenyl)propanoic acid